[6-(3,6-dimethyl-9H-carbazol-9-yl)hexyl]phosphonic acid CC=1C=CC=2N(C3=CC=C(C=C3C2C1)C)CCCCCCP(O)(O)=O